CC([C@@H](C(N1CCC=2C1=CN(C(C2)=O)C2=CC=CC=C2)=O)NC([C@H](C)NC)=O)(C)C (S)-N-((S)-3,3-dimethyl-1-oxo-1-(5-oxo-6-phenyl-2,3,5,6-tetrahydro-1H-pyrrolo[2,3-c]pyridine-1-yl)butane-2-yl)-2-(methylamino)propanamide